tert-butyl 2-vinylpiperidine-1-carboxylate C(=C)C1N(CCCC1)C(=O)OC(C)(C)C